CN1C=C(C=C1C1=NC=CC=C1C)C(=O)OC methyl 1-methyl-5-(3-methylpyridin-2-yl)-1H-pyrrole-3-carboxylate